methyl-1-ethyl-5-(2-methyl-3-oxo-1-((2-(trimethylsilyl) ethoxy) methyl)-2,3-dihydro-1H-pyrazol-4-yl)-6-oxo-1,6-dihydropyridine-3-carboxylate COC(=O)C1=CN(C(C(=C1)C=1C(N(N(C1)COCC[Si](C)(C)C)C)=O)=O)CC